C1(CC1)OC1=NC=CC(=C1)C1=NC(=NO1)[C@@H]1C(C12CCN(CC2)S(=O)(=O)N)(F)F (2R)-2-{5-[2-(Cyclopropyloxy)pyridin-4-yl]-1,2,4-oxadiazol-3-yl}-1,1-difluoro-6-azaspiro[2.5]octan-6-sulfonamid